NC=1C=C(C(=O)NCC=2N=C3N(C=CC=C3)C2)C=CC1 3-amino-N-(imidazo[1,2-a]pyridin-2-ylmethyl)benzamide